C(C)(C)(C)OC(=O)N1C(C2(CC1)CNCC2)C2=NC=NC=C2OC2=C(C=C(C=C2)F)C2=C(C=CC=C2)C(=C)C (5-((5-fluoro-2'-(prop-1-en-2-yl)-[1,1'-biphenyl]-2-yl)oxy)pyrimidin-4-yl)-2,7-diazaspiro[4.4]nonane-2-carboxylic acid tert-butyl ester